t-Butyl ((S)-1-((S)-2-carbamoylpyrrolidin-1-yl)-1-oxopropan-2-yl)carbamate C(N)(=O)[C@H]1N(CCC1)C([C@H](C)NC(OC(C)(C)C)=O)=O